BrC1=NN(C=C1)CC 3-bromo-1-ethyl-pyrazole